FC=1C(=C2C(=C(NC2=C(C1)C(=O)N)C)C)B1OC(C(O1)(C)C)(C)C 5-fluoro-2,3-dimethyl-4-(4,4,5,5-tetramethyl-1,3,2-dioxaborolan-2-yl)-1H-indole-7-carboxamide